2,6-bis(4-formylphenyl)anthracene C(=O)C1=CC=C(C=C1)C1=CC2=CC3=CC=C(C=C3C=C2C=C1)C1=CC=C(C=C1)C=O